tert-Butyl 3-Allyl-4-oxo-1,2,3,4-tetrahydro-9H-carbazole-9-carboxylate C(C=C)C1CCC=2N(C3=CC=CC=C3C2C1=O)C(=O)OC(C)(C)C